C(C)N(CC(=O)N)CC N2,N2-diethylglycinamide